O[C@@H](CNC(=O)C=1C(N(N=C(C1)C1=CC=C(C=C1)C(F)(F)F)C=1C=NC=CC1)=O)CO N-[(2S)-2,3-dihydroxypropyl]-3-oxo-2-(pyridin-3-yl)-6-[4-(trifluoromethyl)phenyl]-2,3-dihydropyridazine-4-carboxamide